2-(4-cyclopropyl-6-methoxypyrimidin-5-yl)-5-cyclopropyl-8-(4-(1-methyl-4-(trifluoromethyl)-1H-imidazol-2-yl)benzyl)-7,8-dihydropteridin-6(5H)-one C1(CC1)C1=NC=NC(=C1C1=NC=2N(CC(N(C2C=N1)C1CC1)=O)CC1=CC=C(C=C1)C=1N(C=C(N1)C(F)(F)F)C)OC